C(#N)N=C(NCCCCCCC1CN(CC1)C(=O)C=1SC=CC1)NC=1C=NC=CC1 2-cyano-1-(6-(1-(2-thienylformyl)pyrrolidine-3-yl)hexyl)-3-(3-pyridinyl)guanidine